CC1=C(C=C(C=C1)[N+](=O)[O-])NC(C(C)C1=CC=CC2=CC=CC=C12)=O N-(2-Methyl-5-nitrophenyl)-2-(naphthalen-1-yl)propanamide